N,N-bis(2-acetoxyethyl)2-(ethoxycarbonyl)ethylamine C(C)(=O)OCCN(CCOC(C)=O)CCC(=O)OCC